(S)-2-(4-(6-((1-(difluoromethyl)-2-methyl-1H,2H-[3,4-bipyrazol]-5-yl)methoxy)pyridin-2-yl)-2,5-difluorobenzyl)-1-(oxetan-2-ylmethyl)-1H-benzo[d]imidazole-6-carboxylic acid FC(N1N(C(C=C1COC1=CC=CC(=N1)C1=CC(=C(CC2=NC3=C(N2C[C@H]2OCC2)C=C(C=C3)C(=O)O)C=C1F)F)=C1C=NN=C1)C)F